N-[(3-bromo-1-{2-[(tert-butoxycarbonyl)amino]-2-methylpropyl}-1H-pyrazol-5-yl)methyl]-N,N-diethylethanaminium methanesulfonate CS(=O)(=O)[O-].BrC1=NN(C(=C1)C[N+](CC)(CC)CC)CC(C)(C)NC(=O)OC(C)(C)C